3-hydroxy-5-(isoxazole-5-yl)pyridineformyl-glycine OC=1C(=NC=C(C1)C1=CC=NO1)C(=O)NCC(=O)O